8-(3-azabicyclo[3.2.1]octan-3-yl)-6-chloroimidazo[1,2-b]pyridazine C12CN(CC(CC1)C2)C=2C=1N(N=C(C2)Cl)C=CN1